(S)-5-Benzyl-N-(2-cyclopropyl-4-methyl-5-oxo-5,6,7,8-tetrahydro-4H-pyrazolo[1,5-a][1,3]diazepin-6-yl)-4H-1,2,4-triazol-3-carboxamid C(C1=CC=CC=C1)C=1NC(=NN1)C(=O)N[C@@H]1C(N(C=2N(CC1)N=C(C2)C2CC2)C)=O